(4-aminophenoxy)-2-(methylcarbamoyl)pyridine NC1=CC=C(OC=2C(=NC=CC2)C(NC)=O)C=C1